C(C)OC=1C(=CNC(C1)=O)C1=CC(=C(C=C1)CC(=O)NC1=CC(=CC(=C1)C(F)(F)F)OC[C@@H]1N(CCC1)C)F (R)-2-(4-(4-ethoxy-6-oxo-1H-pyridin-3-yl)-2-fluorophenyl)-N-(3-((1-methylpyrrolidin-2-yl)methoxy)-5-(trifluoromethyl)phenyl)acetamide